7,4'-dihydroxyl-5-methoxy-8-isopentenyl-dihydroflavone OC1=CC(=C2C(CC(OC2=C1CCC(=C)C)C1=CC=C(C=C1)O)=O)OC